FC1=CC=C(C=N1)C=1C(=C(C#N)C(=CC1)C)N1CCC(CC1)C1=NN=CN1C 3-(6-fluoropyridin-3-yl)-6-methyl-2-(4-(4-methyl-4H-1,2,4-triazol-3-yl)piperidin-1-yl)benzonitrile